6-amino-9-((3R,4R)-1'-(azetidin-3-yl)-3-fluoro-[1,4'-bipiperidin]-4-yl)-7-(4-phenoxyphenyl)-7,9-dihydro-8H-purin-8-one NC1=C2N(C(N(C2=NC=N1)[C@H]1[C@@H](CN(CC1)C1CCN(CC1)C1CNC1)F)=O)C1=CC=C(C=C1)OC1=CC=CC=C1